NO[C@@H](COC1=CC=C(C(N[C@@H]2CN(CCC2)C(=O)OC(C)(C)C)=N)C=C1)C(=O)OC(C1=CC=CC=C1)C1=CC=CC=C1 tert-Butyl (S)-3-(4-((S)-2-(aminooxy)-3-(benzhydryloxy)-3-oxopropoxy)benzimidamido)piperidine-1-carboxylate